C(C)OC(CCC(=O)C1=NC2=C(C=CC=C2C(=C1O)Br)C1=CC(=CC=C1)OC(F)(F)F)=O 4-[4-Bromo-3-hydroxy-8-(3-trifluoromethoxy-phenyl)-quinolin-2-yl]-4-oxo-butyric acid ethyl ester